[Si](C)(C)(C(C)(C)C)C(C#CO)CCCCC TBDMS-octynol